FC=1C=CC2=C(N(C(=N2)C=2C(=NON2)N)CC=2C=NC=CC2)C1 4-[6-fluoro-1-(pyridin-3-ylmethyl)benzimidazol-2-yl]-1,2,5-oxadiazol-3-amine